C(C)OC(=O)C=1C(=NC=NC1)O 4-hydroxypyrimidine-5-carboxylic acid ethyl ester